C1(CC1)C1=NN(C=N1)C1CC2(CN(C2)C(=O)N2CC3(C2)CN(C3)CC3=C(C=CC=C3)S(=O)(=O)N)C1 2-[[2-[6-(3-cyclopropyl-1,2,4-triazol-1-yl)-2-azaspiro[3.3]heptane-2-carbonyl]-2,6-diazaspiro[3.3]heptan-6-yl]methyl]benzenesulfonamide